1-(tert-butyl) 2-methyl (2S)-4-(hydroxymethyl)pyrrolidine-1,2-dicarboxylate OCC1C[C@H](N(C1)C(=O)OC(C)(C)C)C(=O)OC